C(=O)NC=1C=C(C(CNC(CC2=CC=C(C=C2)OC)C)O)C=CC1O 3-formamido-4-hydroxy-α-[N-[1-methyl-2-(p-methoxyphenyl)ethyl]aminomethyl]benzyl alcohol